3,4-dimethoxy-5-methanoylbenzene COC=1C=CC=C(C1OC)C=O